N-isopropyl-1-(2-methoxyphenyl)-N-((2-methoxyphenyl)(3-(tributylsilyl)phenyl)phosphaneyl)-1-(3-(tributylsilyl)phenyl)phosphanamine C(C)(C)N(P(C1=CC(=CC=C1)[Si](CCCC)(CCCC)CCCC)C1=C(C=CC=C1)OC)P(C1=CC(=CC=C1)[Si](CCCC)(CCCC)CCCC)C1=C(C=CC=C1)OC